C[C@H]1CC[C@@H](NC1)C1=NN(C=C1)C |r| rac-(2R,5S)-5-methyl-2-(1-methylpyrazol-3-yl)piperidine